C12(C(=CC=C3C4=CC=CC=C4C=C13)C1=C(C3=C(SC4=C3C=CC=C4)C=C1)C1=CC=CC=C1)C=CC=C1C4=CC=CC=C4C=C12 [(spirobi[fluoren]yl)dibenzothiophenyl]benzene